C(C1=CC=CC=C1)[C@H]1N(C(OC1)=O)C(=O)[C@@H]1CN(C[C@H]1C1=CC=CC=C1)C(=O)O (3S,4R)-3-[(4R)-benzyl-2-oxo-oxazolidine-3-carbonyl]-4-phenyl-pyrrolidine-1-carboxylic acid